O=C1CCN(CC1)C=1SC(=CN1)C(=O)N 2-(4-oxopiperidin-1-yl)-1,3-thiazole-5-carboxamide